F[C@H]1[C@@]2(CCC[C@](C[C@H]1N(C=1N=CC(=NC1)C1=C(C=C(C=C1)N1C=NC=C1)O)C)(N2)C)C 2-(5-(((1S,2R,3R,5R)-2-fluoro-1,5-dimethyl-9-azabicyclo[3.3.1]nonan-3-yl)(methyl)amino)pyrazin-2-yl)-5-(1H-imidazol-1-yl)phenol